(S)-(E)-2-(1-Cyclopropyl-2-hydroxy-2-methylpropyl)-7-(2-(6,7-dihydro-5H-cyclopenta[b]pyridin-4-yl)vinyl)isoindolin-1-one C1(CC1)[C@@H](C(C)(C)O)N1C(C2=C(C=CC=C2C1)\C=C\C1=C2C(=NC=C1)CCC2)=O